FC=1C(=C(C=CC1)C1(CCCCC1)C#N)NC1=CC=NN1C 1-(3-Fluoro-2-((1-methyl-1H-pyrazol-5-yl)amino)phenyl)cyclohexane-1-carbonitrile